Cyano-2-oxo-1-phenyl-7-(trifluoromethyl)-1,2-dihydro-1,8-naphthyridine C(#N)C=1C(N(C2=NC(=CC=C2C1)C(F)(F)F)C1=CC=CC=C1)=O